C1(CC1)NC(=O)N1C(=NC(=C1)C1COCC1)OC N-Cyclopropyl-2-methoxy-4-(tetrahydrofuran-3-yl)-1H-imidazole-1-carboxamide